C(C)(C)(C)OC(=O)NC1=C(C(=NN1C(C)C)C1=C(C=C(C=C1)CC(=O)O)C)C#N 2-[4-[5-(tert-Butoxycarbonylamino)-4-cyano-1-isopropyl-pyrazol-3-yl]-3-methylphenyl]acetic acid